benzo[1,3]dioxol-5-ylmethyl-(tetrahydro-furan-2-ylmethyl)-amine O1COC2=C1C=CC(=C2)CNCC2OCCC2